(S)-N-(2-cyclopropyl-3-(4-fluorophenyl)propyl)-6-oxo-1,6-dihydropyrimidine-2-carboxamide C1(CC1)[C@@H](CNC(=O)C=1NC(C=CN1)=O)CC1=CC=C(C=C1)F